C1=C(C=CC2=CC=CC=C12)C=1C2=CC=CC=C2C(=C2C=CC(=CC12)C1=CC=CC=C1)C1=CC2=CC=CC=C2C=C1 (E)-9,10-bis(naphthalen-2-yl)-2-phenylanthracene